C(C)(C)(C)C1=CC(=NC=C1)OC1=C(C=CC=C1)/C(/C(=O)OC)=C\OC methyl (E)-2-[2-(4-t-butylpyridin-2-yloxy)phenyl]-3-methoxyacrylate